ClC=1C(=NC(=NC1)N[C@@H]1[C@@H]([C@H]2CO[C@@H]([C@H]1O)O2)F)C=2C=C(C1=C(N(C(=N1)C(C)(C)O)C(C)C)C2)F (1R,2S,3S,4S,5R)-3-((5-chloro-4-(4-fluoro-2-(2-hydroxypropan-2-yl)-1-isopropyl-1H-benzo[d]imidazol-6-yl)pyrimidin-2-yl)amino)-2-fluoro-6,8-dioxabicyclo[3.2.1]octan-4-ol